11-[[4-[4-(diethylamino)butyl]-1-piperidinyl]acetyl]-5,11-dihydro-6H-pyrido[2,3-b][1,4]benzodiazepine-6-one C(C)N(CCCCC1CCN(CC1)CC(=O)N1C2=C(NC(C3=C1C=CC=C3)=O)C=CC=N2)CC